OC=1C=C(C=C(C1)O)C(C=C)=O 1-(3,5-dihydroxyphenyl)prop-2-en-1-one